4-(5-(4,4,5,5-tetramethyl-1,3,2-dioxaborolan-2-yl)-2,3-dihydrobenzofuran-7-yl)pyridine CC1(OB(OC1(C)C)C=1C=C(C2=C(CCO2)C1)C1=CC=NC=C1)C